S1C=NC2=C1C=CC(=C2)C=2C(=CC(=C(C2)NC(=O)C2=CN(C(C=C2C(F)F)=O)C)N2C[C@H](N([C@H](C2)C)C)C)F N-[5-(1,3-benzothiazol-5-yl)-4-fluoro-2-[(3R,5S)-3,4,5-trimethylpiperazin-1-yl]phenyl]-4-(difluoromethyl)-1-methyl-6-oxopyridine-3-carboxamide